1-fluorocyclopropanecarboxamidine FC1(CC1)C(=N)N